trans-4-(3-amino-2,2,4,4-tetramethylcyclobutoxy)-2-methoxybenzonitrile N[C@@H]1C([C@H](C1(C)C)OC1=CC(=C(C#N)C=C1)OC)(C)C